C(C)(C)(C)OC(=O)N1CC(C1)C1=NN(C2=NC=CC(=C21)C=2C=NN(C2)CC(=O)N(C)C)C2=CC=C(C=C2)OC(F)(F)F 3-(4-(1-(2-(dimethylamino)-2-oxoethyl)-1H-pyrazol-4-yl)-1-(4-(trifluoromethoxy)phenyl)-1H-pyrazolo[3,4-b]pyridin-3-yl)azetidine-1-carboxylic acid tert-butyl ester